ethyl 6-isopropyl-10-methoxy-2-oxo-9-(1-propyl-1H-pyrazol-4-yl)-6,7-dihydro-2H-pyrido[2,1-a]isoquinoline-3-carboxylate C(C)(C)C1N2C(C3=CC(=C(C=C3C1)C=1C=NN(C1)CCC)OC)=CC(C(=C2)C(=O)OCC)=O